ClC1=NC=C(C(=N1)NC=1C=CC=C2CCN(C12)S(=O)(=O)C)Cl N-(2,5-dichloropyrimidin-4-yl)-1-(methylsulfonyl)indolin-7-amine